ONC(=O)C1=CC2=C(OCC(N2CC2=CC=C(C=C2)C(NC(C)C)=O)=O)C=C1 N-hydroxy-4-(4-(isopropylcarbamoyl)benzyl)-3-oxo-3,4-dihydro-2H-benzo[b][1,4]oxazine-6-carboxamide